(E)-1-(4-(4-([1,2,4]triazolo[1,5-a]pyridin-7-yloxy)-3-methylphenylamino)quinazolin-6-yl)-3-(2-(dimethylamino)ethylidene)pyrrolidin-2-one hydrochloride Cl.N=1C=NN2C1C=C(C=C2)OC2=C(C=C(C=C2)NC2=NC=NC1=CC=C(C=C21)N2C(/C(/CC2)=C/CN(C)C)=O)C